FC=1C=C(C=CC1OC1=NC=CC(=N1)C)C1=C(N(C=2N=CN=C(C21)C)C)C2=C(C=C(C=C2)NC(C(=C)C)=O)C N-[4-(5-{3-fluoro-4-[(4-methylpyrimidin-2-yl)oxy]phenyl}-4,7-dimethyl-7H-pyrrolo[2,3-d]pyrimidin-6-yl)-3-methylphenyl]-2-methylprop-2-enamide